anti-8-Hydroxydeoxyguanosine OC=1N([C@H]2C[C@H](O)[C@@H](CO)O2)C=2N=C(NC(C2N1)=O)N